C[Si](C#C[Si](C)(C)C)(C)C trimethyl-(2-(trimethylsilyl)ethynyl)silane